(5S)-3-(3,5-difluorophenyl)-N-[(3R)-5-(methylsulfonylcarbamoyl)-2,3-dihydrofuran-3-yl]-5-vinyl-4H-isoxazole-5-carboxamide FC=1C=C(C=C(C1)F)C1=NO[C@](C1)(C(=O)N[C@H]1COC(=C1)C(NS(=O)(=O)C)=O)C=C